6-fluoro-3-hydroxy-2-cyanopyrazine cyclohexanediamine salt C1(CCCCC1)(N)N.FC1=CN=C(C(=N1)C#N)O